CN1N=CC(=C1[N+](=O)[O-])CN(S(=O)(=O)C)C=1C=NC2=CC(=NC(=C2C1)OC1CCC(CC1)NC1=NC=C(C=N1)OCCN1CCOCC1)N1CCOCC1 N-[(1-methyl-5-nitro-pyrazol-4-yl)methyl]-N-[7-morpholino-5-[4-[[5-(2-morpholinoethoxy)pyrimidin-2-yl]amino]cyclohexoxy]-1,6-naphthyridin-3-yl]methanesulfonamide